[N+](=O)([O-])C1=C(C=CC=C1)C1=CSC=C1 3-(2-nitrophenyl)thiophene